(R)-(1,3-dimethyl-azetidin-3-yl)-{5-[2-(1H-indol-2-yl)-ethyl]-pyridin-3-yl}-(4-isopropyl-phenyl)-methanol CN1CC(C1)(C)[C@](O)(C1=CC=C(C=C1)C(C)C)C=1C=NC=C(C1)CCC=1NC2=CC=CC=C2C1